(3S)-3-(2-(5-(2-(dimethylamino)ethyl)-4-methyl-2-oxopyridin-1(2H)-yl)-4-methylpentanamido)-3-(2',6'-dimethylbiphenyl-3-yl)propanoic acid CN(CCC=1C(=CC(N(C1)C(C(=O)N[C@@H](CC(=O)O)C=1C=C(C=CC1)C1=C(C=CC=C1C)C)CC(C)C)=O)C)C